rac-(7S)-7-tert-butyl-N-[rac-(1R)-3-(4-hydroxy-1-piperidyl)-1-[3-[(1-methyl-5-oxo-pyrrolidin-3-yl)carbamoyl]phenyl]propyl]-5,6,7,8-tetrahydrothiazolo[5,4-b]quinoline-2-carboxamide C(C)(C)(C)[C@@H]1CC=2C=C3C(=NC2CC1)SC(=N3)C(=O)N[C@H](CCN3CCC(CC3)O)C3=CC(=CC=C3)C(NC3CN(C(C3)=O)C)=O |r|